NC1=NC(=C2N=CN(C2=N1)CC(=O)NC1=CC(=NN1CC)C)NC1=CC=C(C=C1)OC(C)=O 2-(2-amino-6-((4-acetoxyphenyl)amino)-9H-purin-9-yl)-N-(1-ethyl-3-methyl-1H-pyrazol-5-yl)acetamide